(S)-(5-(1-methyl-1H-pyrazol-4-yl)-1,3,4-oxadiazol-2-yl)(4-(pyrazolo[1,5-a]pyridin-2-yl)-6,7-dihydro-1H-imidazo[4,5-c]pyridin-5(4H)-yl)methanone CN1N=CC(=C1)C1=NN=C(O1)C(=O)N1[C@@H](C2=C(CC1)NC=N2)C2=NN1C(C=CC=C1)=C2